1-(4-cyanophenylmethyl)-4-fluoro-1H-pyrazole-3-carboxylic acid C(#N)C1=CC=C(C=C1)CN1N=C(C(=C1)F)C(=O)O